8-cyclohexyl-9-(4-(4-formylpiperidin-1-yl)phenyl)-6,7-dihydro-5H-benzo[7]annulene-3-carboxylic acid C1(CCCCC1)C=1CCCC2=C(C1C1=CC=C(C=C1)N1CCC(CC1)C=O)C=CC(=C2)C(=O)O